CN(CCS(=O)(=O)[O-])CCCCCCCCCCCCCCCCCC.[Na+].CC(C(=O)N[S@@](=O)C)(C)C 2,2-dimethyl-N-[(S)-methylsulfinyl]propionamide sodium methylstearyl-taurate